2-ketopentan O=C(C)CCC